C(C)(C)(C)C1C(N(C(C1)CCCO)C(=O)OCCCN(C1CCCC1)CCO)(C)C 3-[(2-hydroxyethyl)(cyclopentyl)amino]propan-1-ol tert-Butyl-5-(3-hydroxypropyl)-2,2-dimethylpyrrolidine-1-carboxylate